N1=CC=C(C=C1)C=1C=C2C[C@@H](CC2=CC1)C(=O)N1CCC2=CC=C(C=C12)S(=O)(=O)N (R)-1-(5-(pyridin-4-yl)-2,3-dihydro-1H-indene-2-carbonyl)indoline-6-sulfonamide